6-(5-(3,5-dichloro-4-fluorophenyl)-5-(trifluoromethyl)-4,5-dihydroisoxazol-3-yl)-N-(1,1,3,3,3-pentafluoropropyl)-6,7-dihydro-5H-pyrrolo[3,4-d]pyrimidine-2-carboxamide ClC=1C=C(C=C(C1F)Cl)C1(CC(=NO1)N1CC=2N=C(N=CC2C1)C(=O)NC(CC(F)(F)F)(F)F)C(F)(F)F